C(C=C)OC1=C(C=C(C=C1C(C)(C)C)C(C)(C)C)B1OC(C(O1)(C)C)(C)C 2-[2-(allyloxy)-3,5-di-tert-butylphenyl]-4,4,5,5-tetramethyl-1,3,2-dioxaborolane